ClC=1C=C(C=C(C1)Cl)NC=1N(C2=NC(=NC=C2N1)NC1(CCCC1)C)C1CNCC1 N8-(3,5-dichlorophenyl)-N2-(1-methylcyclopentyl)-9-(pyrrolidin-3-yl)-9H-purine-2,8-diamine